NC1=C2N=C(N(C2=NC=N1)CCCNS(=O)C(C)(C)C)SC1=CC2=C(CCO2)C=C1I 2-Methyl-propane-2-sulfinic acid {3-[6-amino-8-(5-iodo-2,3-dihydro-benzofuran-6-ylsulfanyl)-purin-9-yl]-propyl}-amide